2-Methyl-2-Buten CC(C)=CC